C(C)C(COC(C=C)=O)CCCC.C(=C)[Si](F)(C)C vinyl-dimethyl-fluorosilane 2-ethylhexyl-acrylate